1,2,6-cyclohexanetriol C1(C(CCCC1O)O)O